NC1=CC(=NC(=N1)C(F)F)NC1=NC=C(C(=O)NC2CC3(CN(C3)C(=O)OC(C)(C)C)C2)C(=C1)NCC tert-butyl 6-(6-((6-amino-2-(difluoromethyl)pyrimidin-4-yl)amino)-4-(ethylamino)nicotinamido)-2-azaspiro[3.3]heptane-2-carboxylate